2-(4-bromostyryl)tetrahydrofuran BrC1=CC=C(C=CC2OCCC2)C=C1